C(C)C1=CC(=NN1)C1(NC(=NC2=CC(=C(C=C12)OC)OCCCN1CCCC1)N)N 4-(5-ethyl-1H-pyrazol-3-yl)-6-methoxy-7-(3-(pyrrolidin-1-yl)propoxy)quinazolin-2,4-diamine